COC=1C(=CC2=CC=CC=C2C1)CC=1C(=CC2=CC=CC=C2C1)C(=O)OCC ethyl 3-((3-methoxynaphthalen-2-yl) methyl)-2-naphthoate